4-(2-chloro-5-hydroxyphenyl)-7-(((2S)-1-methyl-2-pyrrolidinyl)methyl)-2-(2-(2-propenoyl)-2,6-diazaspiro[3.4]octan-6-yl)-5,6,7,8-tetrahydro-1,7-naphthyridine-3-carbonitrile ClC1=C(C=C(C=C1)O)C1=C(C(=NC=2CN(CCC12)C[C@H]1N(CCC1)C)N1CC2(CN(C2)C(C=C)=O)CC1)C#N